2-((4-(5-(trifluoromethyl)pyrimidin-4-yl)piperazin-1-yl)methyl)benzo[d]oxazole FC(C=1C(=NC=NC1)N1CCN(CC1)CC=1OC2=C(N1)C=CC=C2)(F)F